4-((1s,4s)-4-(Azetidin-1-ylmethyl)cyclohexyl)-N2-(2-(1-(cyclopropylsulfonyl)-1H-pyrazol-4-yl)pyrimidin-4-yl)-5-(1-methyl-5-(trifluoromethyl)-1H-pyrazol-3-yl)pyridine-2,4-diamine N1(CCC1)CC1CCC(CC1)C1(CC(=NC=C1C1=NN(C(=C1)C(F)(F)F)C)NC1=NC(=NC=C1)C=1C=NN(C1)S(=O)(=O)C1CC1)N